5-methoxy-2-nitropyridin COC=1C=CC(=NC1)[N+](=O)[O-]